methyl 4-((2-({tert-butoxycarbonyl}amino)ethyl)thio)-2-methylbenzoate C(C)(C)(C)OC(=O)NCCSC1=CC(=C(C(=O)OC)C=C1)C